7-allyl-7H-pyrrolo[3,2-f]quinazoline-1,3-diamine C(C=C)N1C=CC=2C3=C(N=C(N=C3C=CC21)N)N